N-[(4-Methoxyphenyl)methyl]-N-methyl-3-[1-(oxetan-3-yl)imidazol-4-yl]-4-[[5-(trifluoromethyl)-2-pyridyl]amino]benzenesulfonamide COC1=CC=C(C=C1)CN(S(=O)(=O)C1=CC(=C(C=C1)NC1=NC=C(C=C1)C(F)(F)F)C=1N=CN(C1)C1COC1)C